ClC1=CC=C(C=C1)C([C@@H](C)SC)=O |r| (RS)-[1-(4-chlorophenyl)-2-(methylthio)-1-propanone]